tert-butyl N-cyclopropyl-N-[1-[2-methoxy-7-[(6-methoxy-2-methyl-indazol-5-yl)carbamoyl]-1,3-benzoxazol-4-yl]-4-piperidyl]-carbamate C1(CC1)N(C(OC(C)(C)C)=O)C1CCN(CC1)C1=CC=C(C2=C1N=C(O2)OC)C(NC2=CC1=CN(N=C1C=C2OC)C)=O